6-[3-chloro-4-(cyclopropylmethoxy)phenyl]-N-[[2-(1-methylimino-1-oxo-1,4-thiazinan-4-yl)-3-pyridinyl]methyl]pyridazine-4-carboxamide ClC=1C=C(C=CC1OCC1CC1)C1=CC(=CN=N1)C(=O)NCC=1C(=NC=CC1)N1CCS(CC1)(=O)=NC